C(C)(C)(C)OC(=O)N1C2(CC2)CN(CC1)C1=CC(=C(C=C1)N)O 7-(4-amino-3-hydroxy-phenyl)-4,7-diazaspiro[2.5]octan-4-carboxylic acid tert-butyl ester